N-(2-chloro-6-methylphenyl)-2-((6-(4-(5-(2-(2,6-dioxopiperidin-3-yl)-1,3-dioxoisoindolin-4-yl)pentanoyl)piperazin-1-yl)-2-methylpyrimidin-4-yl)amino)thiazole-5-carboxamide ClC1=C(C(=CC=C1)C)NC(=O)C1=CN=C(S1)NC1=NC(=NC(=C1)N1CCN(CC1)C(CCCCC1=C2C(N(C(C2=CC=C1)=O)C1C(NC(CC1)=O)=O)=O)=O)C